N-[2-[(3S)-3-(1H-1,2,4-Triazol-5-yl)pyrrolidine-1-carbonyl]-2-azaspiro[3.3]heptan-6-yl]-3-(trifluoromethyl)benzenesulfonamide N1N=CN=C1[C@@H]1CN(CC1)C(=O)N1CC2(C1)CC(C2)NS(=O)(=O)C2=CC(=CC=C2)C(F)(F)F